C1(CC=CC=C1)C(=O)[O-] (2H)-phenylcarboxylate